((3-(((5S,8S,10aR)-3-acetyl-8-((4-iodophenyl)carbamoyl)-6-oxodecahydropyrrolo[1,2-a][1,5]diazocin-5-yl)carbamoyl)-1H-indol-5-yl)difluoromethyl)phosphonic acid C(C)(=O)N1CC[C@@H]2N(C([C@H](C1)NC(=O)C1=CNC3=CC=C(C=C13)C(F)(F)P(O)(O)=O)=O)[C@@H](CC2)C(NC2=CC=C(C=C2)I)=O